4-(3,3-dichloroallyloxy)phenol ClC(=CCOC1=CC=C(C=C1)O)Cl